COC=1C=C2C(=NN(C2=C2C1C=CC=C2)C2=CC=CC=C2)CC 1-(5-methoxy-1-phenyl-1H-benzo[g]indazol-3-yl)ethane